2-((1R,2S)-1-(2-chlorophenyl)-1-(4-(trifluoromethyl)-1H-pyrazol-1-yl)propan-2-yl)-5-hydroxy-N-(isoxazol-4-yl)-1-methyl-6-oxo-1,6-dihydropyrimidine-4-carboxamide ClC1=C(C=CC=C1)[C@@H]([C@H](C)C=1N(C(C(=C(N1)C(=O)NC=1C=NOC1)O)=O)C)N1N=CC(=C1)C(F)(F)F